C(#N)C1=CNC=C1 3-cyano-1H-pyrrol